1-[5-(7-amino-1,6-naphthyridin-3-yl)-4-methylpyridin-2-yl]propan-1-one NC1=NC=C2C=C(C=NC2=C1)C=1C(=CC(=NC1)C(CC)=O)C